(E)-N-(4-(piperidin-4-yl)butyl)-3-(pyridin-3-yl)acrylamide TFA salt OC(=O)C(F)(F)F.N1CCC(CC1)CCCCNC(\C=C\C=1C=NC=CC1)=O